OC1CN(C(C1O)CO)C(=O)O 3,4-dihydroxy-5-(hydroxymethyl)pyrrolidine-1-carboxylic acid